6-(2,2-difluoroethoxy)-4-(4-(difluoromethoxy)phenyl)-2-(1H-pyrazol-4-yl)pyrido[3,2-c]pyridazin-3(2H)-one FC(COC=1C=CC2=NN(C(C(=C2N1)C1=CC=C(C=C1)OC(F)F)=O)C=1C=NNC1)F